CC1=C(C(=O)P(C2=CC=CC=C2)(C(C2=C(C=C(C=C2C)C)C)=O)=O)C(=CC(=C1)C)C bis(2,4,6-trimethylbenzoyl)-phenyl-phosphine oxide